OCC1=CC=C2C(=NC=3N(C2=C1)C=NN3)N(C=3C=C(C=CC3)C3=CC=C(C=C3)NC(C)=O)C N-(3'-((8-(Hydroxymethyl)-[1,2,4]triazolo[4,3-a]quinazolin-5-yl)(methyl)amino)-[1,1'-biphenyl]-4-yl)acetamide